2-(1,5-naphthyridin-3-yl)(4-aminoimidazo[1,5-a]quinoxalin-8-yl)methanone N1=CC(=CC2=NC=CC=C12)N1CN2C(C(=NC3=CC=C(C=C23)C=O)N)=C1